N,N-diethyl-3-phenylpropionamide C(C)N(C(CCC1=CC=CC=C1)=O)CC